2-(6-(6-propyl-2-((4-(4-cyclopropylpiperazin-1-yl)phenyl)amino)-7H-pyrrolo[2,3-d]pyrimidin-7-yl)pyridin-2-yl)propan-2-ol C(CC)C1=CC2=C(N=C(N=C2)NC2=CC=C(C=C2)N2CCN(CC2)C2CC2)N1C1=CC=CC(=N1)C(C)(C)O